(3AR)-1,1-Dioxotetrahydro-1H-1λ6-[1,2,3]oxathiazolo[3,4-a]pyrazine-5(3H)-carboxylic acid tert-butyl ester C(C)(C)(C)OC(=O)N1C[C@H]2N(CC1)S(OC2)(=O)=O